N-(5-Cyano-6-(4-methylpiperazin-1-yl)pyridin-3-yl)-1-(chinolin-5-yl)-5-(trifluoromethyl)-1H-pyrazol-4-carboxamid C(#N)C=1C=C(C=NC1N1CCN(CC1)C)NC(=O)C=1C=NN(C1C(F)(F)F)C1=C2C=CC=NC2=CC=C1